FC1=CC(=C(CC2CC3(CN(C3)C(=O)C3CC(C3)(C)O)C2)C=C1)C (6-(4-fluoro-2-methylbenzyl)-2-azaspiro[3.3]hept-2-yl)((1s,3s)-3-hydroxy-3-methylcyclobutyl)methanone